FC1(C2CCNCC12)F 7,7-difluoro-3-azabicyclo[4.1.0]heptane